N-[3-chloro-4-[4-(piperidine-4-carbonyl)piperazine-1-carbonyl]phenyl]-5-[4-(cyanomethyl)-2-fluoro-phenyl]-1-methyl-imidazole-2-carboxamide ClC=1C=C(C=CC1C(=O)N1CCN(CC1)C(=O)C1CCNCC1)NC(=O)C=1N(C(=CN1)C1=C(C=C(C=C1)CC#N)F)C